dodecyl-dimethyl-sulfonium methyl-sulfate salt COS(=O)(=O)[O-].C(CCCCCCCCCCC)[S+](C)C